tert-butyl 4-[2-[(3S)-2,6-dioxo-3-piperidyl]-1-oxo-isoindolin-5-yl]piperazine-1-carboxylate O=C1NC(CC[C@@H]1N1C(C2=CC=C(C=C2C1)N1CCN(CC1)C(=O)OC(C)(C)C)=O)=O